tert-Butyl 10-methylene-7-azaspiro[4.5]decane-7-carboxylate C=C1CCN(CC12CCCC2)C(=O)OC(C)(C)C